CCCCCCCCCCCCCCCCCCC(=O)O[C@H](COC(=O)CCCCCC/C=C\C/C=C\C/C=C\CCCCC)COP(=O)(O)OC[C@@H](C(=O)O)N 1-(8Z,11Z,14Z-eicosatrienoyl)-2-nonadecanoyl-glycero-3-phosphoserine